tri(oxetan-3-yl)methyl-i-propyloxysilane O1CC(C1)C(C1COC1)(C1COC1)[SiH2]OC(C)C